CN1C=C(C2=C1N=CN=C2)N=C(C2=CC=CC=C2)C2=CC=CC=C2 N-(7-methylpyrrolo[2,3-d]pyrimidin-5-yl)-1,1-diphenyl-methanimine